C(C)OC(=O)C=1N(C=CC1C)C1=NN(C=C1)C1CC1 (1-cyclopropyl-1H-pyrazol-3-yl)-3-methyl-1H-pyrrole-2-carboxylic acid ethyl ester